OC[C@@H](C)N(C(OC(C)(C)C)=O)C tert-butyl (R)-(1-hydroxypropan-2-yl)(methyl)carbamate